ClC1=CC(=C(C(=O)[O-])C=C1F)NC1=C(C(=C(C=C1)F)F)C=O 4-chloro-2-((3,4-difluoro-2-formylphenyl) amino)-5-fluoro-benzoate